BrC1=CC(=C(C=C1)[C@@H]1COCCCN1C1=NC(=NC(=C1)C)N)Cl |r| (+/-)-4-(3-(4-bromo-2-chlorophenyl)-1,4-oxazepan-4-yl)-6-methylpyrimidin-2-amine